C(C1=CC=CC=C1)OC1=C2C=C(N(C2=CC=C1)C1=CC=C(C=C1)F)C1CCC(CC1)=O 4-[4-benzyloxy-1-(4-fluorophenyl)indol-2-yl]cyclohexanone